(2e,6z)-3,7-dimethylnon-2,6-dienenitrile (ethyl citrate) C(C)C(C(=O)O)C(O)(C(=O)O)CC(=O)O.C\C(=C/C#N)\CC\C=C(/CC)\C